CC=1N=C2N(N=CC=C2C(=O)N)C1 2-methylimidazo[1,2-b]pyridazine-8-carboxamide